Br.CC1=C(CN2C(NCC2)=N)C=CC=C1 1-(2-methylbenzyl)imidazoline-2-imine hydrobromide